O=C1N(C(CC1)=O)C1CCNCC1 4-(2,5-Dioxo-pyrrolidin-1-yl)-piperidine